(propiolamidomethyl)benzofuran-2-carboxamide C(C#C)(=O)NCC1=C(OC2=C1C=CC=C2)C(=O)N